copper zinc cadmium tin selenide [Sn]=[Se].[Cd].[Zn].[Cu]